methyl 5-chloro-6-methyl-2-(prop-2-en-1-yloxy)pyridine-3-carboxylate ClC=1C=C(C(=NC1C)OCC=C)C(=O)OC